3-((2-(methacryloyloxy)ethyl) dimethylammonio)propane-1-sulfonate C(C(=C)C)(=O)OCC[N+](CCCS(=O)(=O)[O-])(C)C